N1(C=NC=C1)C=1C=CC(=C(C1)O)C=1N=NC(=CN1)C=C1CCNCC1 5-(1H-imidazol-1-yl)-2-(6-(piperidin-4-ylidenemethyl)-1,2,4-triazin-3-yl)phenol